COC1=CC=C(C=C1)P(C1=CC=C(C=C1)OC)C1=CC=C(C=C1)OC tris(4-methoxyphenyl)-phosphine